S1C=CC(=C1)C(C)(C1=CC=CC=C1)C=1C=CSC1 1,1-bis(4-thiophenyl)-1-phenylethane